lithium bis(methylfluoromalonate) CC(C(=O)[O-])(C(=O)[O-])F.CC(C(=O)[O-])(C(=O)[O-])F.[Li+].[Li+].[Li+].[Li+]